(S)-1'-(6-(imidazo[1,2-a]pyridin-3-ylthio)-1,2,4-triazin-3-yl)-1,3-dihydrospiro[indene-2,4'-piperidin]-1-amine N=1C=C(N2C1C=CC=C2)SC2=CN=C(N=N2)N2CCC1(CC2)[C@@H](C2=CC=CC=C2C1)N